FC1=CC=C(CCNC(NC2=CC=C(OC3=NC=NC4=CC(=C(C=C34)NC(C=C)=O)OC)C=C2)=O)C=C1 N-(4-(4-(3-(4-fluorophenethyl)ureido)phenoxy)-7-methoxyquinazolin-6-yl)acrylamide